CC1(CC=2C(=NC(=C(C2)[N+](=O)[O-])N2CCOCC2)O1)C 2,2-dimethyl-6-morpholino-5-nitro-2,3-dihydrofuro[2,3-b]pyridine